ClC1=CNC2=C(C=CC=C12)NS(=O)(=O)C1=CC=C(CNC(CNC(OC(C)(C)C)=O)=O)C=C1 tert-butyl (2-((4-(N-(3-chloro-1H-indol-7-yl)sulfamoyl)benzyl)amino)-2-oxoethyl)carbamate